C(C(=C)C)(=O)OP(=O)=O phospho methacrylate